ClC=1C=C(C(=O)[O-])C=CC1OC 3-chloro-4-methoxybenzoate